Cl.NC1(CC1)C#N 1-amino-cyclopropanecarbonitrile hydrogen chloride